C1(CC1)CN[C@H]1CN(CCC1)C=1N=NC(=CC1)C(C)N1C=NC(=C1)C1=NC(=CN=C1)N1CCCC1 (3R)-N-(cyclopropylmethyl)-1-(6-(1-(4-(6-(pyrrolidin-1-yl)pyrazin-2-yl)-1H-imidazol-1-yl)ethyl)pyridazin-3-yl)piperidin-3-amine